C(C)(C)(C)NS(=O)(=O)C1=C(C=CC(=C1)N1C(CCC1)=O)C1=CN=C(S1)C1=CC(=C(C=C1)NC(OC(C)C)=O)F isopropyl N-[4-[5-[2-(tert-butylsulfamoyl)-4-(2-oxopyrrolidin-1-yl)phenyl]thiazol-2-yl]-2-fluoro-phenyl]carbamate